4-(9-cyclopropyl-2-(1H-pyrazol-1-yl)-8-(pyridin-4-yl)-9H-purin-6-yl)morpholine hydrochloride Cl.C1(CC1)N1C2=NC(=NC(=C2N=C1C1=CC=NC=C1)N1CCOCC1)N1N=CC=C1